2-fluoro-N-(6-(5-(hydroxymethyl)benzo[d]oxazol-6-yl)imidazo[1,2-a]pyridin-2-yl)cyclopropane-1-carboxamide FC1C(C1)C(=O)NC=1N=C2N(C=C(C=C2)C2=CC3=C(N=CO3)C=C2CO)C1